((4-methoxybenzyl)amino)imidazo[1,5-a]quinoxaline-8-carboxylic acid COC1=CC=C(CNC2=NC=C3N2C2=CC(=CC=C2N=C3)C(=O)O)C=C1